5-bromo-2-(tert-butyl)isonicotinic acid BrC1=CN=C(C=C1C(=O)O)C(C)(C)C